C(C)(=O)OC(=C=CC)C Methylbuta-1,2-dien-1-yl acetate